3,5,7,9-tetrabromo-1H-phenalene BrC1=CCC=2C(=CC(=C3C=C(C=C1C23)Br)Br)Br